N-(2-Chloro-8-iodopyrido[4,3-d]pyrimidin-5-yl)benzamide ClC=1N=CC2=C(N1)C(=CN=C2NC(C2=CC=CC=C2)=O)I